[Ag].CC(C(C(C(C)(C)C)=O)=O)CCC (tetramethyl-heptanedione) silver